5-bromo-1-(2-methoxyethyl)-4-methyl-1H-1,3-benzodiazol BrC1=C(C2=C(N(C=N2)CCOC)C=C1)C